C1NCC12C=CN(CC2)C(=O)[O-] 2,7-diazaspiro[3.5]non-5-ene-7-carboxylate